FC(C1=NC=CC(=N1)B1OC(C)(C)C(C)(C)O1)(F)F 2-trifluoromethyl-4-pyrimidineboronic acid pinacol ester